COC(C)(C)C1CN(C1)CC1=C(C=CC=C1)CN (2-((3-(2-methoxyprop-2-yl)azetidin-1-yl)methyl)phenyl)methylamine